N1=CC=C(C=C1)C(=O)NN 4-pyridineformylhydrazine